2-(2-(2-aminophenyl)-4-cyano-3-ethyl-1-oxobenzo[4,5]imidazo[1,2-a]pyridin-5(1H)-yl)-N-(4-(trifluoromethyl)phenyl)acetamide NC1=C(C=CC=C1)C1=C(C(=C2N(C1=O)C1=C(N2CC(=O)NC2=CC=C(C=C2)C(F)(F)F)C=CC=C1)C#N)CC